C(C)[C@]1(C(OCC=2C(N3CC=4C(=NC=5C=CC(=CC5C4CC)OC(C(=O)NN)(C)C)C3=CC21)=O)=O)O (S)-2-((4,11-diethyl-4-hydroxy-3,14-dioxo-3,4,12,14-tetrahydro-1H-pyrano[3',4':6,7]indolizino[1,2-b]quinolin-9-yl)oxy)-2-methylpropanehydrazide